phenyl N-{6-[(tert-butoxycarbonyl)amino]pyridin-3-yl}carbamate C(C)(C)(C)OC(=O)NC1=CC=C(C=N1)NC(OC1=CC=CC=C1)=O